FC1=CC2=C(O[C@@H]3CCN[C@H]2C3)C=C1C(F)(F)F (2R,6S)-8-fluoro-9-(trifluoromethyl)-3,4,5,6-tetrahydro-2H-2,6-methanobenzo[b][1,5]oxazocine